NC=1SC2=C(N1)C(=CC(=C2)C(=O)OC)C2CC1(C2)CCOCC1 methyl 2-amino-4-[7-oxaspiro[3.5]nonan-2-yl]-1,3-benzothiazole-6-carboxylate